COC1(CC(C1)N)C (1s,3s)-3-methoxy-3-methylcyclobutan-1-amine